BrCCCOC=1C(=C2CN(CC2=CC1OC)C(CCC(=O)OCC)=O)Cl ethyl 4-(5-(3-bromopropyloxy)-4-chloro-6-methoxyisoindolin-2-yl)-4-oxobutanoate